4-methylpiperidine-4-carboxylic acid tert-butyl ester C(C)(C)(C)OC(=O)C1(CCNCC1)C